ClC1=C(C(=O)N2C(NC3=C(C=CC=C3C2)C2=CC(=C(C(=O)O)C=C2F)N2CCOCC2)=O)C(=CC(=C1)C=1C=NN(C1)C)Cl 4-[3-[2,6-Dichloro-4-(1-methylpyrazol-4-yl)benzoyl]-2-oxo-1,4-dihydroquinazolin-8-yl]-5-fluoro-2-morpholin-4-ylbenzoic acid